NC=1C(=C(CC(C(=O)O)CC)C(=CC1I)I)I 3-amino-alpha-ethyl-2,4,6-triiodohydrocinnamic acid